BrC=1C=C(CN2C=CC3=C2N=CC2=C3N=C(N=C2N)N)C=CC1 7-(3-bromobenzyl)-7H-pyrrolo[3',2':5,6]pyrido[4,3-d]pyrimidine-2,4-diamine